(3R)-1'-[7-(2-chloro-3-fluorophenyl)-6-methyl-pyrazolo[1,5-a]pyrazin-4-yl]spiro[3H-furo[2,3-b]pyridine-2,4'-piperidine]-3-amine ClC1=C(C=CC=C1F)C1=C(N=C(C=2N1N=CC2)N2CCC1(CC2)[C@@H](C=2C(=NC=CC2)O1)N)C